CC1(C=2C=CC=CC2C1)C#N 7-methylbicyclo[4.2.0]octa-1(6),2,4-triene-7-carbonitrile